dicaffeoylphosphine C(\C=C\C1=CC(O)=C(O)C=C1)(=O)PC(\C=C\C1=CC(O)=C(O)C=C1)=O